methyl 2-[3-chloro-5-[4-[[(2R)-2-[(2-formyl-5-methyl-1H-pyrrole-3-carbonyl)-methyl-amino]propoxy]methyl]-2-methyl-1H-imidazol-5-yl]-2-nitro-phenyl]acetate ClC=1C(=C(C=C(C1)C1=C(N=C(N1)C)COC[C@@H](C)N(C)C(=O)C1=C(NC(=C1)C)C=O)CC(=O)OC)[N+](=O)[O-]